FC(C1=CC=2C=3N(CNC2C=C1)C=CN3)(F)F 9-(trifluoromethyl)-5,6-dihydroimidazo[1,2-c]quinazoline